decanol chloroacetate ClCC(=O)OCCCCCCCCCC